CN(C)C1=CC=C(C=C1)N.Cl N,N-dimethyl-1,4-phenylenediamine hydrochloride